CC(=O)OC1=CC=CC=C1C(=O)O The molecule is a member of the class of benzoic acids that is salicylic acid in which the hydrogen that is attached to the phenolic hydroxy group has been replaced by an acetoxy group. A non-steroidal anti-inflammatory drug with cyclooxygenase inhibitor activity. It has a role as a non-steroidal anti-inflammatory drug, a non-narcotic analgesic, a platelet aggregation inhibitor, an antipyretic, a cyclooxygenase 2 inhibitor, a cyclooxygenase 1 inhibitor, a prostaglandin antagonist, a teratogenic agent, an anticoagulant, a plant activator, an EC 1.1.1.188 (prostaglandin-F synthase) inhibitor and a drug allergen. It is a member of benzoic acids, a member of salicylates and a member of phenyl acetates. It derives from a salicylic acid. It is a conjugate acid of an acetylsalicylate.